(2-Ethoxy-4-{6-[2-(7-fluoro-4-methoxy-2-methyl-indol-1-yl)-ethylamino]-pyrimidin-4-yl}-phenyl)-methanol C(C)OC1=C(C=CC(=C1)C1=NC=NC(=C1)NCCN1C(=CC2=C(C=CC(=C12)F)OC)C)CO